1-(tert-butyl) 2-(1,3-dioxoisoindolin-2-yl)azetidine-1,2-dicarboxylate O=C1N(C(C2=CC=CC=C12)=O)C1(N(CC1)C(=O)OC(C)(C)C)C(=O)[O-]